The molecule is a 3beta-sterol that is 5alpha-cholest-8-en-3beta-ol carrying carboxy and methyl substituents at position 4. It has a role as a human metabolite. It is a 3beta-sterol, a cholestanoid and a steroid acid. It is a conjugate acid of a 3beta-hydroxy-4beta-methyl-5alpha-cholest-8-ene-4alpha-carboxylate. C[C@H](CCCC(C)C)[C@H]1CC[C@@H]2[C@@]1(CCC3=C2CC[C@@H]4[C@@]3(CC[C@@H]([C@@]4(C)C(=O)O)O)C)C